CC=1C(=C(C=C(C1)C)N)N 3,5-dimethyl-1,2-phenylenediamine